methyl 5-methyl-1-(2,2,2-trifluoroethyl)-1H-indazole-3-carboxylate CC=1C=C2C(=NN(C2=CC1)CC(F)(F)F)C(=O)OC